C(C1=CC=CC=C1)(=O)OC(C)CC(CCC)OC(C1=CC=CC=C1)=O 2,4-Heptanediol dibenzoate